NC1=C(C=C(C=N1)C=1C=C2N(N1)CC[C@]21CN(CC1)C(=O)NCC)O[C@H](C)C1=CC(=CC=C1)C#N (3R)-2'-{6-amino-5-[(1R)-1-(3-cyanophenyl)ethoxy]pyridin-3-yl}-N-ethyl-5',6'-dihydrospiro[pyrrolidine-3,4'-pyrrolo[1,2-b]pyrazole]-1-carboxamide